C1(CC1)C=1C=CC(=NC1)C=1N=C2C(=NC1)N=C(S2)NC(OC(C)(C)C)=O tert-butyl (6-(5-cyclopropylpyridin-2-yl)thiazolo[4,5-b]pyrazin-2-yl)carbamate